NC1=NC=CC=C1C1=NC=2C(=NC(=CC2)N2N=CC=C2)N1C=1C=C2CC[C@@H](C2=CC1)NCC1(CCN(CC1)C(C=C)=O)OC 1-[4-({[(1S)-5-[2-(2-aminopyridin-3-yl)-5-(pyrazol-1-yl)imidazo[4,5-b]pyridin-3-yl]-2,3-dihydro-1H-inden-1-yl]amino}methyl)-4-methoxypiperidin-1-yl]prop-2-en-1-one